2-Methyl-3-phenyl-2,3-dihydro-1H-benzo[e]indazol-1,4,5-trion CN1N(C=2C(C(C3=C(C2C1=O)C=CC=C3)=O)=O)C3=CC=CC=C3